C1(CC1)C1=NC=NC(=C1C1=CC2=C(C=N1)NC(N2CC2=CC=C(C=C2)C=2N(C=C(N2)C(F)(F)F)C(C)C)=O)OC 6-(4-Cyclopropyl-6-methoxypyrimidin-5-yl)-1-(4-(1-isopropyl-4-(trifluoromethyl)-1H-imidazol-2-yl)benzyl)-1,3-dihydro-2H-imidazo[4,5-c]pyridin-2-one